4-Phenylphenylpropionic acid C1(=CC=CC=C1)C1=CC=C(C=C1)C(C(=O)O)C